O=CCC(CC)S=C(C)O.C1(CC1)CC(=O)NC=1C=CC(=C(C(=O)NC(C)C2=CC(=CC=C2)C)C1)OCC 5-(2-cyclopropylacetamido)-2-ethoxy-N-(1-(3-methylphenyl)ethyl)benzamide S-(1-oxopentan-3-yl)ethanethioate